BrC=1C(=C(C=O)C=CC1)O 3-Bromo-2-hydroxybenzaldehyde